C(C=C)[C@H]1[C@@H](COC1)O trans-4-(prop-2-en-1-yl)oxolan-3-ol